3-(benzyloxy)-1-(3-isothiocyanato-5-(trifluoromethyl)benzyl)azetidine C(C1=CC=CC=C1)OC1CN(C1)CC1=CC(=CC(=C1)C(F)(F)F)N=C=S